β-glycidoxyethyltrimethoxysilane C(C1CO1)OCC[Si](OC)(OC)OC